2-(2-(4-amino-8-methyl-6-(p-tolyl)-9H-pyrimido[4,5-b]indol-9-yl)acetyl)-N-(6-bromopyridin-2-yl)-5-methyl-2-azabicyclo[3.1.0]hexane-3-carboxamide NC1=NC=NC=2N(C3=C(C=C(C=C3C21)C2=CC=C(C=C2)C)C)CC(=O)N2C1CC1(CC2C(=O)NC2=NC(=CC=C2)Br)C